1,2-diamino-3-(4-(1-methyl-4-(trifluoromethyl)-1H-imidazol-2-yl)benzyl)pyrazin-1-ium 2,4,6-trimethylbenzenesulfonate CC1=C(C(=CC(=C1)C)C)S(=O)(=O)[O-].N[N+]1=C(C(=NC=C1)CC1=CC=C(C=C1)C=1N(C=C(N1)C(F)(F)F)C)N